3-(6-chloro-8-fluoro-7-(3-hydroxynaphthalen-1-yl)-2-(((S)-5-oxopyrrolidin-2-yl)methoxy)quinazolin-4-yl)-3,8-diazabicyclo[3.2.1]octane-8-carboxylic acid tert-butyl ester C(C)(C)(C)OC(=O)N1C2CN(CC1CC2)C2=NC(=NC1=C(C(=C(C=C21)Cl)C2=CC(=CC1=CC=CC=C21)O)F)OC[C@H]2NC(CC2)=O